COC(\C(=C(\C(C(F)(F)F)(F)F)/F)\F)(C(C(F)(F)F)(F)F)F 5-methoxy-(E)-perfluoro-3-heptene